5-dimethylamino-2-(3-ethylsulfonyl-5-trifluoromethylpyridin-2-yl)-3-methyl-6-trifluoromethyl-3H-imidazo[4,5-b]pyridine CN(C1=C(C=C2C(=N1)N(C(=N2)C2=NC=C(C=C2S(=O)(=O)CC)C(F)(F)F)C)C(F)(F)F)C